ClC=1C=CC(=C(C1)NC(=O)NC1=CC(=CC=C1)OC)CCO 1-[5-chloro-2-(2-hydroxyethyl)phenyl]-3-(3-methoxyphenyl)urea